methyl-3-[(tert-butoxycarbonyl)amino]-4-(5-methoxy-2-nitrophenyl)butanoate COC(CC(CC1=C(C=CC(=C1)OC)[N+](=O)[O-])NC(=O)OC(C)(C)C)=O